methyl 5-(2-(1,5-dimethyl-1H-pyrazol-4-yl)pyrazolo[5,1-b]thiazole-7-carboxamido)-6-methylnicotinate CN1N=CC(=C1C)C1=CN2C(S1)=C(C=N2)C(=O)NC=2C(=NC=C(C(=O)OC)C2)C